Br[C@H](C(=O)NC=1C=CC=C2C(=CNC12)C1=NC(=NC=C1)NC=1C(=NN(C1)C)OC)C (2S)-2-bromo-N-(3-{2-[(3-methoxy-1-methyl-1H-pyrazol-4-yl)amino]pyrimidin-4-yl}-1H-indol-7-yl)propanamide